1-(t-butyl) 2,4-dimethyl (2S,4R)-4-((2-bromophenyl)difluoromethyl)pyrrolidine-1,2,4-tricarboxylate BrC1=C(C=CC=C1)C([C@@]1(C[C@H](N(C1)C(=O)OC(C)(C)C)C(=O)OC)C(=O)OC)(F)F